2-(3,5-dichlorophenyl)-N-(2,2-difluoroethyl)benzo[d]oxazole-6-carboxamide ClC=1C=C(C=C(C1)Cl)C=1OC2=C(N1)C=CC(=C2)C(=O)NCC(F)F